6,7-dihydroxy-3-(3-hydroxy-2,4-dimethoxyphenyl)coumarin OC=1C=C2C=C(C(OC2=CC1O)=O)C1=C(C(=C(C=C1)OC)O)OC